N1=C(C=CC(=C1)NC(C1=CC=C(C=C1)F)=O)C1=NC=CC=C1 N-([2,2'-bipyridin]-5-yl)-4-fluorobenzamide